N-(1-(3-fluorophenyl)-6-(6-((2-methoxyethyl)(methyl)amino)pyridin-3-yl)-1H-pyrazolo[3,4-d]pyrimidin-4-yl)-5-nitrothiophene-2-carboxamide FC=1C=C(C=CC1)N1N=CC=2C1=NC(=NC2NC(=O)C=2SC(=CC2)[N+](=O)[O-])C=2C=NC(=CC2)N(C)CCOC